BrC1=C(C=C(C(=C1)F)F)CO (2-bromo-4,5-difluorophenyl)methanol